4-{3-[3-(aminomethyl)-1-ethyl-1H-pyrazol-5-yl]-1-methyl-1H-1,2,4-triazol-5-yl}-1-methyl-1H-pyrazolo[4,3-c]pyridine-6-carboxamide NCC1=NN(C(=C1)C1=NN(C(=N1)C1=NC(=CC2=C1C=NN2C)C(=O)N)C)CC